2-((1R,3R)-1-amino-3-((tert-butyldimethylsilyl)oxy)-8-azaspiro[4.5]dec-8-yl)-6-methylpyrimidine-4-carbonitrile N[C@@H]1C[C@@H](CC12CCN(CC2)C2=NC(=CC(=N2)C#N)C)O[Si](C)(C)C(C)(C)C